3-(4-(2-((tert-butyldimethylsilyl)oxy)acetamido)-1-(4-(trifluoromethoxy)phenyl)-1H-pyrazolo[3,4-b]pyridin-3-yl)azetidine-1-carboxylic acid tert-butyl ester C(C)(C)(C)OC(=O)N1CC(C1)C1=NN(C2=NC=CC(=C21)NC(CO[Si](C)(C)C(C)(C)C)=O)C2=CC=C(C=C2)OC(F)(F)F